(R)-methyl 2,2,3-trimethylthiazolidine-4-carboxylate CC1(SC[C@H](N1C)C(=O)OC)C